N12CC=C([C@@H](CCC1)C2)C2=CC=C(CN1C=CC3=CC(=CC=C13)N1N=C(C=C1C)C(=O)N)C=C2 1-(1-(4-((5R)-1-azabicyclo[3.3.1]non-3-en-4-yl)benzyl)-1H-indol-5-yl)-5-methyl-1H-pyrazole-3-carboxamide